9-(tert-butoxycarbonyl)-14-(3-((tert-butoxycarbonyl)amino)propyl)-2,2-dimethyl-4-oxo-3-oxa-5,9,14-triazahexadecane C(C)(C)(C)OC(=O)N(CCCNC(OC(C)(C)C)=O)CCCCN(CC)CCCNC(=O)OC(C)(C)C